C1(CC1)N cyclopropane-1-amine